ClC1CCN(CC1)C=1OC2=C(C=C(C=C2C(C1)=O)C)\C(\C)=N\[S@](=O)C(C)(C)C (R,E)-N-(1-(2-(4-chloropiperidin-1-yl)-6-methyl-4-oxo-4H-chromen-8-yl)ethylidene)-2-methylpropane-2-sulfinamide